4-(3-(4-hydroxyphenyl)-4,4-dimethyl-5-oxo-2-thioxoimidazolidin-1-yl)-2-methoxybenzonitrile OC1=CC=C(C=C1)N1C(N(C(C1(C)C)=O)C1=CC(=C(C#N)C=C1)OC)=S